C1(=CC=CC=C1)P(O)(O)(C1=CC=CC=C1)OC=1C(=CC=CC1)C=1C(=CC=CC1)O 2,2'-biphenol diphenyl-phosphite